C(C1=CC=CC=C1)OC1=C(C(=NC=C1)C1=C(C=C(CC=2C(=C(C(=O)N)C=C(C2)F)OC)C=C1)F)C#N (4-(4-(benzyloxy)-3-cyanopyridin-2-yl)-3-fluorobenzyl)-5-fluoro-2-methoxybenzamide